cyclobutylidene-4-methylbenzene-1-sulfonohydrazide C1(CCC1)=NNS(=O)(=O)C1=CC=C(C=C1)C